tertiary butyl-ethylbenzene C(C)(C)(C)C1=C(C=CC=C1)CC